COC1CC(C1)(C1=NN=CN1C)C=1C=C(C=CC1)N1C(C2=CC(=CC=C2C1)CNC1(CCC1)C)=O 2-(3-((1r,3r)-3-methoxy-1-(4-methyl-4H-1,2,4-triazol-3-yl)cyclobutyl)phenyl)-6-(((1-methylcyclobutyl)amino)methyl)isoindolin-1-one